C(C(=C)C)(=O)O.C(C(CC)O)O 1,2-butylene glycol monomethacrylate